6-HYDROXYNAPHTHALENE-1-CARBOXALDEHYDE OC=1C=C2C=CC=C(C2=CC1)C=O